CC(CC(C)N1CC(C1)OC1=C(C=CC=C1)C1=CC(=NO1)NC=1N=CC(=NC1)C#N)C 5-(5-(2-(1-(4-methylpent-2-yl)azetidin-3-yloxy)phenyl)isoxazol-3-ylamino)pyrazine-2-carbonitrile